C(#N)C1=CC(=C(C=C1)C1=CC(=NC(=C1)C1CC1)N1CC2=CC=C(C=C2C1=O)CNCCNC(C)=O)C1=NN=CN1C N-(2-{[(2-{4-[4-Cyano-2-(4-methyl-1,2,4-triazol-3-yl)phenyl]-6-cyclopropylpyridin-2-yl}-3-oxo-1H-isoindol-5-yl)methyl]amino}ethyl)acetamide